(7-ethoxy-6-methoxy-1-(2-(5-methoxy-1H-indol-3-yl)ethyl)-3,4-dihydroisoquinolin-2(1H)-yl)(isoxazole-5-yl)methanone 3-bromo-2,2-bis(bromomethyl)propyl-phosphate BrCC(COP(=O)(O)O)(CBr)CBr.C(C)OC1=C(C=C2CCN(C(C2=C1)CCC1=CNC2=CC=C(C=C12)OC)C(=O)C1=CC=NO1)OC